6-chloro-7-((2R,4S)-2-(((3-chloropyridin-2-yl)oxy)methyl)-4-fluoropyrrolidin-1-yl)-1-(6-(3-(dimethylamino)azetidin-1-yl)pyridin-3-yl)-4-oxo-1,4-dihydroquinoline-3-carboxylic acid ClC=1C=C2C(C(=CN(C2=CC1N1[C@H](C[C@@H](C1)F)COC1=NC=CC=C1Cl)C=1C=NC(=CC1)N1CC(C1)N(C)C)C(=O)O)=O